NC=1C=C2N(N1)C1(NC2=O)CCCCC1 2'-aminospiro[cyclohexane-1,6'-imidazo[1,5-b]pyrazol]-4'(5'H)-one